OP(O)OP(O)O.C(C)(C)(C)C1=C(C(=CC(=C1)C(C)(C)C)C)C(O)(C(CO)(CO)CO)C1=C(C=C(C=C1C)C(C)(C)C)C(C)(C)C bis-(2,4-di-tert-butyl-6-methylphenyl)pentaerythritol diphosphite